5-[[(1R)-1-(3,6-Dimethyl-4-oxo-2-phenyl-chromen-8-yl)ethyl]amino]pyrimidine-4-carboxylic acid CC1=C(OC2=C(C=C(C=C2C1=O)C)[C@@H](C)NC=1C(=NC=NC1)C(=O)O)C1=CC=CC=C1